ClC=1C=C(C=CC1F)N(C(=O)N1CCOCC1)CC1=NC=C(C(=O)OC)C=C1 methyl 6-((N-(3-chloro-4-fluorophenyl)morpholine-4-carboxamido)methyl)nicotinate